2,3,4-trihydroxy-pyridine OC1=NC=CC(=C1O)O